ClC1=C(C(=O)NC2=C(C=C(C(=C2)C=2C=NC(=NC2)N2CCOCC2)F)N2C[C@H](N([C@H](C2)C)C)C)C=CC(=C1)F 2-chloro-4-fluoro-N-[4-fluoro-5-(2-morpholin-4-ylpyrimidin-5-yl)-2-[(3R,5S)-3,4,5-trimethylpiperazin-1-yl]phenyl]benzamide